(16R)-18-(4,4-Dimethylcyclohexyl)-12-(2,6-dimethylphenyl)-15-oxa-8λ6-thia-1,9,11,18,22-pentaazatetracyclo[14.4.1.13,7.110,14]tricosa-3(23),4,6,10,12,14(22)-hexaene-2,8,8-trione CC1(CCC(CC1)N1C[C@H]2OC=3C=C(N=C(NS(C4=CC=CC(C(N(CC1)C2)=O)=C4)(=O)=O)N3)C3=C(C=CC=C3C)C)C